BrC1=CC(=C(O[C@H](C(=O)OC(C)(C)C)C)C=C1F)C1=NOCC1OCCCC tert-butyl (2S)-2-[4-bromo-5-fluoro-2-(4-butoxy-4,5-dihydroisoxazol-3-yl)phenoxy]propanoate